ClC=1C(=NC(=NC1)NC1CCC(CC1)(F)F)C=1C=C2C(N(C=NN2C1)[C@H](C(=O)N[C@H](CO)C=1C=C(C=CC1)C)C)=O (S)-2-(6-(5-chloro-2-((4,4-difluorocyclohexyl)amino)pyrimidin-4-yl)-4-oxopyrrolo[2,1-f][1,2,4]triazin-3(4H)-yl)-N-((S)-2-hydroxy-1-(m-tolyl)ethyl)propionamide